4-(methylsulfonyl)phenyl-2-phenyl-2-cyclopenten-1-one CS(=O)(=O)C1=CC=C(C=C1)C1=C(C(CC1)=O)C1=CC=CC=C1